2-methoxybenzylsulfate COC1=C(COS(=O)(=O)[O-])C=CC=C1